N-(2,6-diisopropylphenyl)-maleimide C(C)(C)C1=C(C(=CC=C1)C(C)C)N1C(C=CC1=O)=O